1,5-DIISOCYANO-NAPHTHALENE [N+](#[C-])C1=CC=CC2=C(C=CC=C12)[N+]#[C-]